C(#N)C1=NC2=CC(=CC(=C2N=C1N1CCN(CC1)C1=CC=C(C=C1)C(NC)=O)[C@@H](C)NC1=C(C(=O)O)C=CC=C1)C (R)-2-((1-(2-cyano-7-methyl-3-(4-(4-(methylcarbamoyl)phenyl)piperazin-1-yl)quinoxalin-5-yl)ethyl)amino)-benzoic acid